Cl\C(=C/[C@H]1C([C@H]1C(=O)O[C@H](C1=CC(=CC=C1)OC1=CC=CC=C1)C#N)(C)C)\C(F)(F)F [(R)-cyano-(3-phenoxyphenyl)methyl] (1S,3S)-3-[(Z)-2-chloro-3,3,3-trifluoroprop-1-enyl]-2,2-dimethylcyclopropane-1-carboxylate